CC=1C=C(C=CC1)[SiH2]O[SiH3] dl-m-methylphenyl-disiloxane